5-(6-oxa-2-azaspiro[3.4]octane-2-yl)pyrazole C1N(CC12COCC2)C2=CC=NN2